(1S,2S)-N-(5-acetyl-2-chloropyridin-4-yl)-2-(4-methylpyrimidin-2-yl)cyclopropane-1-carboxamide C(C)(=O)C=1C(=CC(=NC1)Cl)NC(=O)[C@@H]1[C@H](C1)C1=NC=CC(=N1)C